C1(=CC=CC=C1)P(C1=CC=CC=C1)C=1[C-](C=CC1)CCOC(C)=O.[CH-]1C=CC=C1.[Fe+2] (1R)-diphenylphosphino-(2S)-acetoxyethyl-ferrocene